6-benzylpurine C(C1=CC=CC=C1)C1=C2NC=NC2=NC=N1